ClC=1N=C(C2=C(N1)C(=C(S2)C=O)C)N2CCOCC2 2-chloro-7-methyl-4-morpholinothieno[3,2-d]pyrimidine-6-carbaldehyde